((3S,7aS)-3-(((1,1,1,3,3,3-hexafluoropropan-2-yl)oxy)methyl)tetrahydro-1H-pyrrolizin-7a(5H)-yl)methanol FC(C(C(F)(F)F)OC[C@@H]1CC[C@@]2(CCCN12)CO)(F)F